CC1=C(C(=O)N[C@H](C)C2=CC=CC3=CC=CC=C23)C=C(C=C1)NC[C@H]1NCCC1 2-methyl-N-((R)-1-(naphthalen-1-yl)ethyl)-5-((((S)-pyrrolidin-2-yl)methyl)amino)benzamide